2-(((1-(2-chloroethyl)piperidin-4-yl)thio)methyl)-7-(cyclopropylmethoxy)-5-fluoroquinazolin-4(3H)-one ClCCN1CCC(CC1)SCC1=NC2=CC(=CC(=C2C(N1)=O)F)OCC1CC1